C(C)(C)(C)C1=CC=C(C=C1)C1=CC(=CC=C1)N(C1=NC=2N(C3=CC(=CC=C13)C#CC)C=NN2)C N-(4'-(tert-Butyl)-[1,1'-biphenyl]-3-yl)-N-methyl-8-(Prop-1-yn-1-yl)-[1,2,4]triazolo[4,3-a]quinazolin-5-amine